C(CCCC)NSC=1SC2=C(N1)C=CC=C2 N-pentyl-2-benzothiazolylsulfenamide